tetra-n-pentyl 1,2,3,4-butanetetracarboxylate C(C(C(CC(=O)OCCCCC)C(=O)OCCCCC)C(=O)OCCCCC)C(=O)OCCCCC